BrC1=NN(C2=NC(=CN=C21)N2CCC(CC2)(C)NC(OC(C)(C)C)=O)COCC[Si](C)(C)C tert-butyl N-[1-(3-bromo-1-{[2-(trimethylsilyl)ethoxy]methyl} pyrazolo[3,4-b]pyrazin-6-yl)-4-methylpiperidin-4-yl]carbamate